5-methoxy-2-(methoxymethoxy)benzonitrile COC=1C=CC(=C(C#N)C1)OCOC